1-[(1S)-1-(2-pyrimidin-2-yl-1,2,4-triazol-3-yl)ethyl]-3-[3-[4-(trifluoromethyl)pyrazol-1-yl]phenyl]urea N1=C(N=CC=C1)N1N=CN=C1[C@H](C)NC(=O)NC1=CC(=CC=C1)N1N=CC(=C1)C(F)(F)F